bis(methylamino)(methylcyclopentylamino)methylsilane CN[SiH](CN(C1CCCC1)C)NC